ClC1=CC(=C(C=C1)C=1N=NN(C1)CC)F 4-(4-chloro-2-fluoro-phenyl)-1-ethyl-triazole